2-methylisocrotonic acid C/C(/C(=O)O)=C/C